(E)-3-aminopent-2-enoic acid methyl ester COC(\C=C(/CC)\N)=O